ClC1=CC(=CC(=C1)C)C 1-chloro-3,5-dimethylbenzene